C1(CC1)C(=O)NC1=CC(=C(N=N1)C(=O)NC([2H])([2H])[2H])NC1=C2N(CC=3N(C2=CC=C1)N=NC3C)C 6-(cyclopropanecarboxamido)-4-((3,5-dimethyl-4,5-dihydro-[1,2,3]triazolo[1,5-a]quinoxalin-6-yl)amino)-N-(methyl-d3)pyridazine-3-carboxamide